C1=NC=C(C2=CC=CC=C12)N1C(N(C[C@@H]1C#N)C=1C=NC=C(C1)C(F)(F)F)=O |r| Racemic-3-(isoquinolin-4-yl)-2-oxo-1-(5-(trifluoromethyl)pyridin-3-yl)imidazolidine-4-carbonitrile